BrC1=NC(=CC=C1CO)Cl (2-bromo-6-chloropyridin-3-yl)methanol